N-(benzo[d][1,2]thiazepin-3-yl)-4-(1H-pyrrol-2-yl)benzamide (R)-3-aminopyrrolidine-1-carboxylate N[C@H]1CN(CC1)C(=O)O.C1=NS(C=CC2=C1C=CC=C2)NC(C2=CC=C(C=C2)C=2NC=CC2)=O